BrC1=CC(=C(C=C1OC)CC(CC)NC(OCCCC)=O)OC butyl (1-(4-bromo-2,5-dimethoxyphenyl)butan-2-yl)carbamate